ClC1=NC=C(C(=O)[O-])C(=C1F)NC(=O)NC(C(Cl)(Cl)Cl)=O 6-chloro-5-fluoro-4-(3-(2,2,2-trichloroacetyl)ureido)nicotinate